C(CCCCCCCCC)SC1=NC(=NC(=N1)S)N decyl-amino-1,3,5-triazine-2,4-dithiol